(3S,4R)-[1-tert-butoxycarbonyl-4-(3-cyanophenyl)-4-hydroxy-piperidin-3-yl]methyl-dimethylammonium C(C)(C)(C)OC(=O)N1C[C@H]([C@@](CC1)(O)C1=CC(=CC=C1)C#N)C[NH+](C)C